Tert-butyl (S)-2-(5-((1-(dibenzo[b,d]furan-2-yl)ethyl)amino)-6-oxopyrimidin-1(6H)-yl)acetate C1=C(C=CC=2OC3=C(C21)C=CC=C3)[C@H](C)NC3=CN=CN(C3=O)CC(=O)OC(C)(C)C